N-(5-(3-amino-4-(1-oxo-1,2,3,4-tetrahydroisoquinolin-6-yl)-1H-pyrazol-1-yl)-2-fluorophenyl)acrylamide NC1=NN(C=C1C=1C=C2CCNC(C2=CC1)=O)C=1C=CC(=C(C1)NC(C=C)=O)F